(S)-3-amino-5-methyl-7-(2-(6-oxo-5-(trifluoromethyl)pyridazin-1(6H)-yl)ethoxy)-2,3-dihydrobenzo[b][1,4]oxazepin-4(5H)-one N[C@@H]1C(N(C2=C(OC1)C=CC(=C2)OCCN2N=CC=C(C2=O)C(F)(F)F)C)=O